CC=1C=C(C=NC1)C1=NC(=CC=C1)C(=O)NC=1C(=NN(C1)C)C1=NC=C(C=C1)OC1COC1 5'-methyl-N-(1-methyl-3-(5-(oxetan-3-yloxy)pyridin-2-yl)-1H-pyrazol-4-yl)-[2,3'-bipyridine]-6-carboxamide